ClC=1C=CC(=NC1)C1(OC2=C(O1)C=CC=C2C2CCN(CC2)CC2=NC1=C(N2C[C@H]2OCC2)C=C(C=C1OC(C)C)C(=O)O)C ((4-(2-(5-chloropyridin-2-yl)-2-methylbenzo[d][1,3]dioxolan-4-yl)piperidin-1-yl)methyl)-4-isopropoxy-1-(((S)-oxetan-2-yl)methyl)-1H-benzo[d]imidazole-6-carboxylic acid